ClC1=C(C=CC=C1Cl)N1CCN(CC1)CCC1CC(C1)NC(COC)=O N-(3-(2-(4-(2,3-dichlorophenyl)piperazin-1-yl)ethyl)cyclobutyl)-2-methoxyacetamide